COC1=CC=2N(C=C1)C(=CN2)C2=CC(=NC=N2)NCC2=CC=C(C=C2)C=2OC(=CN2)C [6-(7-methoxy-imidazo[1,2-a]pyridin-3-yl)-pyrimidin-4-yl]-[4-(5-methyl-oxazol-2-yl)-benzyl]-amine